ClC=1N=C2C(=C(C(N(C2=CC1)C)=O)C#N)N1CCC2(CC1)CC1=CC=CC=C1C2 6-chloro-1-methyl-2-oxo-4-spiro[indan-2,4'-piperidin]-1'-yl-1,5-naphthyridine-3-carbonitrile